2-hexenoic acid C(C=CCCC)(=O)O